CC=1C=C(C(NN1)=O)C1=CC=CC=C1 6-methyl-4-phenylpyridazin-3(2H)-one